1-(1-(6-(3-cyclopropyl-1H-1,2,4-triazol-1-yl)-2-azaspiro[3.3]heptane-2-carbonyl)azetidin-3-yl)-N-(2,2,2-trifluoroethyl)-1H-pyrazole-4-carboxamide C1(CC1)C1=NN(C=N1)C1CC2(CN(C2)C(=O)N2CC(C2)N2N=CC(=C2)C(=O)NCC(F)(F)F)C1